1-(4-allyloxy-3,5-dimethyl-phenyl)-2-methyl-propan-1-one C(C=C)OC1=C(C=C(C=C1C)C(C(C)C)=O)C